3-(3-{4-[(2-amino-4-pyridinyl)oxy]phenyl}-2,4-dioxo-1-imidazolidinyl)benzonitrile NC1=NC=CC(=C1)OC1=CC=C(C=C1)N1C(N(CC1=O)C=1C=C(C#N)C=CC1)=O